C1(CCCCC1)NCCOC1=C(C=CC=C1)O 2-(2-(cyclohexylamino)ethoxy)phenol